3-bromo-5-methyl-4-(trifluoromethyl)phenol BrC=1C=C(C=C(C1C(F)(F)F)C)O